N-(tert-Butoxycarbonyl)-N-((8-((4-(trifluoromethyl)phenyl)sulfonamido)quinolin-2-yl)methyl)glycine C(C)(C)(C)OC(=O)N(CC(=O)O)CC1=NC2=C(C=CC=C2C=C1)NS(=O)(=O)C1=CC=C(C=C1)C(F)(F)F